6-(4-{[trans-4-{[4-(pentafluoro-λ6-sulfanyl)phenyl]amino}cyclohexyl]sulfonyl}phenyl)imidazo[1,2-a]pyridine-8-carbonitrile FS(C1=CC=C(C=C1)N[C@@H]1CC[C@H](CC1)S(=O)(=O)C1=CC=C(C=C1)C=1C=C(C=2N(C1)C=CN2)C#N)(F)(F)(F)F